7-{4-[(1-methylcyclobutyl)carbamoyl]piperidin-1-yl}-3-oxa-9-azabicyclo[3.3.1]nonane-9-carboxylic acid ethyl ester C(C)OC(=O)N1C2COCC1CC(C2)N2CCC(CC2)C(NC2(CCC2)C)=O